7-bromo-3-(methoxycarbonyl)-2-naphthoic acid BrC1=CC=C2C=C(C(=CC2=C1)C(=O)O)C(=O)OC